FCCNS(O)(=O)=O N-(2-Fluoroethyl)Sulfamic Acid